(E)-4-((2S,4S)-4-((5-cyclopropyl-3-(2,6-dichlorophenyl)isoxazol-4-yl)methoxy)-2-methylpiperidin-1-yl)-N'-hydroxybenzamidine C1(CC1)C1=C(C(=NO1)C1=C(C=CC=C1Cl)Cl)CO[C@@H]1C[C@@H](N(CC1)C1=CC=C(/C(=N\O)/N)C=C1)C